C(C)(=O)O[C@H]([C@@H](CNC(CC1=CC=C(C=C1)Cl)=O)OC(C)=O)[C@@H]1O[C@@](C[C@@H]([C@H]1NC(COC(C)=O)=O)OC(C)=O)(SC1=CC=C(C=C1)C)C(=O)OC (1R,2R)-1-((2R,3R,4S,6S)-4-acetoxy-3-(2-acetoxyacetamido)-6-(methoxycarbonyl)-6-(p-tolylthio)tetrahydro-2H-pyran-2-yl)-3-(2-(4-chlorophenyl)acetamido)propane-1,2-diyl diacetate